2-(4-(3-(6-((3,5-Difluoropyridin-2-yl)amino)-4-methyl-1H-pyrazolo[3,4-d]pyrimidin-3-yl)-2-fluoro-4-methylphenyl)pyrimidin-2-yl)propan-2-ol FC=1C(=NC=C(C1)F)NC1=NC(=C2C(=N1)NN=C2C=2C(=C(C=CC2C)C2=NC(=NC=C2)C(C)(C)O)F)C